N12CCCC(CC1)(C2)NC(C2=CC(=CC=C2)N2C=NC=C2)=O N-(1-azabicyclo[3.2.1]octan-5-yl)-3-(1H-imidazol-1-yl)benzamide